CN1[C@H](COCC1)CN1N=C2N(C=NC(=C2)C2=CC=CC=C2)C1=O 2-(((s)-4-methylmorpholin-3-yl)methyl)-7-phenyl-[1,2,4]triazolo[4,3-c]pyrimidin-3(2H)-one